O(C1=CC=CC=C1)C1=C(C(=CC(=C1)OC1=CC=CC=C1)OC1=CC=CC=C1)C1=C(C2=C(C=CS2)S1)C1=C(C(=CC2=NSN=C21)OC2=CC=CC=C2)OC2=CC=CC=C2 dl-2-(2,4,6-triphenoxyphenyl)thienothienyl-5,6-diphenoxy-2,1,3-benzothiadiazole